ClC=1C(=CC(=C(C1)N(C(=O)[C@@H]1N(C(C2=CC(=CC=C12)F)=O)C1=NC(=CC(=C1)C(F)(F)F)C)C)F)F (R)-N-(5-chloro-2,4-difluorophenyl)-5-fluoro-N-methyl-2-(6-methyl-4-(trifluoromethyl)pyridin-2-yl)-3-oxoisoindoline-1-carboxamide